((3-fluoro-4'-(methylsulfonyl)-[1,1'-biphenyl]-4-yl)oxy)-1H-1,2,3-triazole-4-carboxylic acid FC=1C=C(C=CC1ON1N=NC(=C1)C(=O)O)C1=CC=C(C=C1)S(=O)(=O)C